FC1C(C1)C(=O)NC1=NN2C(C=C(C=C2)C2=C3C=NNC3=C(C(=C2C)F)N(C(C)=O)C)=C1 2-fluoro-N-(5-(6-fluoro-5-methyl-7-(N-methylacetamido)-1H-indazol-4-yl)pyrazolo[1,5-a]pyridin-2-yl)cyclopropane-1-carboxamide